N1(N=CC=C1)C1=CN=CC(=N1)C=1N=NNC1 4-(6-(1H-pyrazol-1-yl)pyrazin-2-yl)-1H-1,2,3-triazol